(2S,6R)-2-(1-cyclopropylpyrazol-4-yl)-4-[6-(difluoromethyl)-4-(2,4-difluorophenyl)-7-methyl-pteridin-2-yl]-6-methyl-morpholine C1(CC1)N1N=CC(=C1)[C@H]1CN(C[C@H](O1)C)C1=NC2=NC(=C(N=C2C(=N1)C1=C(C=C(C=C1)F)F)C(F)F)C